(E)-3-((2R,3S)-3-Amino-2-methyl-4-oxo-2,3,4,5-tetrahydro-1H-pyrido[2,3-b][1,4]diazepin-8-yl)-N-methyl-N-((3-methylbenzofuran-2-yl)methyl)acrylamide N[C@H]1[C@H](NC2=C(NC1=O)N=CC(=C2)/C=C/C(=O)N(CC=2OC1=C(C2C)C=CC=C1)C)C